styryl phenyl ether sodium sulfosuccinate S(=O)(=O)(O)C(C(=O)[O-])CC(=O)[O-].[Na+].C1(=CC=CC=C1)OC=CC1=CC=CC=C1.[Na+]